FC1=CC=C2C=C(NC(C2=C1)=O)CCCN1CCC(CC1)NC1=CC=C(C#N)C=C1 4-((1-(3-(7-fluoro-1-oxo-1,2-dihydroisoquinolin-3-yl)propyl)piperidin-4-yl)amino)benzonitrile